3,6-Diacetylethynyl-pyridazine C(C)(=O)C=1N=NC(=CC1C#C)C(C)=O